ClC=1C=C(NC2(CCC3(C(=CC4=CC=CC=C34)CC(CO[Si](C(C)C)(C(C)C)C(C)C)O)CC2)C(=O)OC)C=CC1 methyl (1r,4r)-4-(3-chloroanilino)-2'-(2-hydroxy-3-{[tri(propan-2-yl)silyl]oxy}propyl)spiro[cyclohexane-1,1'-indene]-4-carboxylate